C(#N)C=1C=C2C(=CNC2=CC1)CCCN1CCN(CC1)C(=O)C=1C=C(C=CC1OCC)S(=O)(=O)NCC1CC1 3-[4-[3-(5-cyano-1H-indol-3-yl)propyl]piperazine-1-carbonyl]-4-ethoxy-N-cyclopropylmethyl-benzenesulfonamide